3,7-di(1H-indol-5-yl)-8-methyl-10H-benzo[b]pyrido[2,3-e][1,4]oxazine N1C=CC2=CC(=CC=C12)C1=CC2=C(NC3=C(O2)C=C(C(=C3)C)C=3C=C2C=CNC2=CC3)N=C1